[4-(methylamino)-2-methylsulfanyl-pyrimidin-5-yl]methanol CNC1=NC(=NC=C1CO)SC